NCC1CC(C1)O (1s,3s)-3-(aminomethyl)cyclobutane-1-ol